octahydro-4H-pyrrolo[3,2-b]pyridine-4-carboxylate N1CCC2N(CCCC21)C(=O)[O-]